N1C=NC2=C1C=CC(=C2)N2C(NCC2C2=C(C=C(C=C2F)OC)F)=O 1-(1H-Benzo[d]imidazol-5-yl)-5-(2,6-difluoro-4-methoxyphenyl)imidazolidin-2-on